C1(=CC=CC=C1)NC1=NC(=NC=N1)NC1=CC=CC=C1 diphenyl-1,3,5-triazine-2,4-diamine